N-(3-(4-(1H-indol-3-yl)piperidin-1-yl)propyl)-4-butoxybenzenesulfonamide N1C=C(C2=CC=CC=C12)C1CCN(CC1)CCCNS(=O)(=O)C1=CC=C(C=C1)OCCCC